ClC1(C(C=CC=C1)Cl)Cl 1,2-dichlorophenyl chloride